meta-azidobenzoic acid N(=[N+]=[N-])C=1C=C(C(=O)O)C=CC1